(E)-1-[4-[(2S,5S)-6-[[(2R,5R)-4,5-Dihydroxy-6-methyloxan-2-yl]oxymethyl]-4,5-dihydroxyoxan-2-yl]oxy-2,6-dihydroxyphenyl]-3-(3-hydroxy-4-methoxyphenyl)prop-2-en-1-one OC1C[C@@H](OC([C@@H]1O)C)OCC1[C@H](C(C[C@@H](O1)OC1=CC(=C(C(=C1)O)C(\C=C\C1=CC(=C(C=C1)OC)O)=O)O)O)O